6-Ethyl-8-fluoro-4-iodoisoquinoline C(C)C=1C=C2C(=CN=CC2=C(C1)F)I